5-amino-4-(1H-benzimidazol-2-yl)-1-(1,3-benzodioxol-5-yl)-2H-pyrrol-3-one NC1=C(C(CN1C1=CC2=C(OCO2)C=C1)=O)C1=NC2=C(N1)C=CC=C2